8-methoxy-2-oxopyrazino[2,3-c][1,8]naphthyridine COC=1C=CC=2C3=C(C=NC2N1)N=CC(N3)=O